3-chloro-2-fluoro-benzylamid ClC=1C(=C(C[NH-])C=CC1)F